Cl.Cl.COC1=NC(=CC=C1NC(=O)C=1C(=NOC1C)C1=CC=CC=C1)C1=NN=C2N1CCNC2 (2-methoxy-6-(5,6,7,8-tetrahydro-[1,2,4]triazolo[4,3-a]pyrazin-3-yl)pyridin-3-yl)-5-methyl-3-phenylisoxazole-4-carboxamide dihydrochloride